FC=1C=C(C=CC1OC1=CC=NC2=CC(=CN=C12)OC)NC(=O)C=1C(N(C(=CC1)C)C1=NC=C(C=C1C)F)=O N-[3-Fluoro-4-[(7-methoxy-1,5-naphthyridin-4-yl)oxy]phenyl]-1-(5-fluoro-3-methylpyridin-2-yl)-6-methyl-2-oxopyridine-3-carboxamide